NC1=NC=NN2C1=CC=C2[C@H]2[C@@H]([C@@H]([C@@](O2)(C#N)CO[P@](=O)(OC2=CC=CC=C2)N[C@@H](C)C(=O)OC)O)O methyl ((S)-(((2R,3S,4R,5S)-5-(4-aminopyrrolo[2,1-f][1,2,4]triazin-7-yl)-2-cyano-3,4-dihydroxytetrahydrofuran-2-yl)methoxy)(phenoxy)phosphoryl)-L-alaninate